5-((((3'-chloro-2'-(2-chloro-3-((3-fluoro-4-(((2-hydroxyethyl)amino)methyl)pyridin-2-yl)amino)phenyl)-4-fluoro-6-methoxy-[2,4'-bipyridin]-5-yl)methyl)amino)methyl)pyrrolidin-2-one ClC=1C(=NC=CC1C1=NC(=C(C(=C1)F)CNCC1CCC(N1)=O)OC)C1=C(C(=CC=C1)NC1=NC=CC(=C1F)CNCCO)Cl